FC(C1=NN2C(N=C(C=C2NCC2(CC(C2)NCC(C)(O)C)C2=CC=C(C=C2)F)C(F)(F)F)=C1)(F)F 1-(((1r,3r)-3-(((2,5-bis(trifluoromethyl)pyrazolo[1,5-a]pyrimidin-7-yl)amino)methyl)-3-(4-fluorophenyl)cyclobutyl)amino)-2-methylpropan-2-ol